8-bromo-6-(2,6-dichloro-3-methyl-phenyl)-2-[[1-(4-piperidyl)pyrazol-4-yl]amino]pyrido[4,3-d]pyrimidin-5-one BrC1=CN(C(C2=C1N=C(N=C2)NC=2C=NN(C2)C2CCNCC2)=O)C2=C(C(=CC=C2Cl)C)Cl